2-Amino-3-bromo-5-(pyridin-4-yl)benzamide isononyl-acetate (3,5,5-trimethylhexyl-acetate) CC(CCCC(=O)O)CC(C)(C)C.C(CCCCCC(C)C)OC(C)=O.NC1=C(C(=O)N)C=C(C=C1Br)C1=CC=NC=C1